4-((7-benzyl-4-(2,6-dimethylphenoxy)-5,6,7,8-tetrahydropyrido[3,4-d]pyrimidine-2-yl)amino)benzonitrile C(C1=CC=CC=C1)N1CC=2N=C(N=C(C2CC1)OC1=C(C=CC=C1C)C)NC1=CC=C(C#N)C=C1